7-cyclopentyl-2-((4-(2-(4-(4-(2,6-dioxopiperidin-3-yl)phenyl)-piperazin-1-yl)-ethyl)phenyl)amino)-N,N-dimethyl-7H-pyrrolo[2,3-d]pyrimidine-6-carboxamide C1(CCCC1)N1C(=CC2=C1N=C(N=C2)NC2=CC=C(C=C2)CCN2CCN(CC2)C2=CC=C(C=C2)C2C(NC(CC2)=O)=O)C(=O)N(C)C